CC1C(CCCC1)C 1,2-bis(methyl)cyclohexane